4-(2-(2-(2-isopropylphenyl)pyrrolidin-1-yl)-7-azaspiro[3.5]non-7-yl)benzamide vinyl-acetate C(=C)CC(=O)O.C(C)(C)C1=C(C=CC=C1)C1N(CCC1)C1CC2(C1)CCN(CC2)C2=CC=C(C(=O)N)C=C2